4-(2-((4-(2-(2-aminopyridin-3-yl)-5-phenyl-3H-imidazo[4,5-b]pyridin-3-yl)benzyl)amino)ethyl)-2-fluoro-6-hydroxybenzaldehyde NC1=NC=CC=C1C1=NC=2C(=NC(=CC2)C2=CC=CC=C2)N1C1=CC=C(CNCCC2=CC(=C(C=O)C(=C2)O)F)C=C1